CC(C(=O)OCN1C(N(C=2N=C(N(C2C1=O)C1=CC=C(C=C1)Cl)C1=C(C=CC=C1)Cl)COC(C(C)(C)C)=O)=O)(C)C [8-(2-chlorophenyl)-7-(4-chlorophenyl)-3-[[(2,2-dimethylpropanoyl)oxy]methyl]-2,6-dioxo-2,3,6,7-tetrahydro-1H-purin-1-yl]methyl 2,2-dimethylpropanoate